(2S)-N-[(1S)-1-cyano-2-{4-[3-(2,2-difluoroethyl)-2-oxo-2,3-dihydro-1,3-benzoxazol-5-yl]phenyl}ethyl]-1,4-oxaazepane-2-carboxamide C(#N)[C@H](CC1=CC=C(C=C1)C=1C=CC2=C(N(C(O2)=O)CC(F)F)C1)NC(=O)[C@H]1OCCCNC1